CN1N=CC(=C1)NC1=NC=C(C(=N1)NC[C@@H](C)C1=CC=CC=C1)C(=O)N (S)-2-((1-methyl-1H-pyrazol-4-yl)amino)-4-((2-phenyl-propyl)amino)pyrimidin-5-carboxamide